[N+](=O)([O-])[O-].[N+](=O)([O-])[O-].[Ce+2] cerium bis(nitrate)